3-hydroxy-4-(2-(piperazin-1-yl)ethoxy)benzaldehyde trifluoroacetate FC(C(=O)O)(F)F.OC=1C=C(C=O)C=CC1OCCN1CCNCC1